CC=1SC(=CC1C(=O)O)C1=CC(=CC=C1)OC 2-methyl-5-(3-methoxyphenyl)thiophene-3-carboxylic acid